O1C(OCC1)C=1C(=C(OCC=2C=C(C=CC2)NC(OC(C)(C)C)=O)C=CC1C(C)C)F tert-Butyl N-[3-[[3-(1,3-dioxolan-2-yl)-2-fluoro-4-isopropyl-phenoxy]methyl]phenyl]carbamate